6-[4-[3-(Methylamino)propionyl]piperazin-1-yl]pyridine-3-carbonitrile CNCCC(=O)N1CCN(CC1)C1=CC=C(C=N1)C#N